C(\C=C\C=C\C(=O)N)(=O)N muconamide